myristate sodium salt [Na+].C(CCCCCCCCCCCCC)(=O)[O-]